C12=CC=C(C=C1)S2(=O)=O 1,4-phenylene sulfone